O1CCC(CC1)CC1=NC(=NC(=N1)N)N ((tetrahydro-2H-pyran-4-yl)methyl)-1,3,5-triazine-2,4-diamine